[Cl-].CC(C(=O)OC(C[N+]1=CC=CC=C1)CCCCCCCCCC)=C 1-{2-[(2-methylprop-2-enoyl)oxy]dodecyl}pyridin-1-ium chloride